C(/C)=C/1\C[C@H]2[C@@H]3CCCO[C@@H]3[C@@H]1C2 |r| (1RS,2SR,7SR,8SR,10Z)-10-ethylidene-3-oxatricyclo[6.2.1.0~2,7~]undecane